FC(CC1=CC=C(C(=O)Cl)C=C1)(C(F)F)F 4-(2,2-difluoro-3,3-difluoro-propyl)-benzoyl chloride